N-((1s,4s)-4-((2-(2,6-dioxopiperidin-3-yl)-1,3-dioxaindol-5-yl)oxy)cyclohexyl)-5-(4-((7-Ethyl-6-oxo-5,6-dihydro-1,5-naphthyridin-3-yl)methyl)piperazin-1-yl)pyridine-2-Formamide O=C1NC(CCC1C1OC2=CC=C(C=C2O1)OC1CCC(CC1)NC(=O)C1=NC=C(C=C1)N1CCN(CC1)CC=1C=NC=2C=C(C(NC2C1)=O)CC)=O